(furan-2-yl)-N-methyl-N-phenyl-[1,2,4]triazolo[4,3-a]quinazolin-5-amine O1C(=CC=C1)C1=NN=C2N1C1=CC=CC=C1C(=N2)N(C2=CC=CC=C2)C